C(C)N=S1(CCC(CC1)N1N=CC(=C1)NC1=NC=C(C(=N1)NC1=C(C=CC=C1)COC)C(F)(F)F)=O (1s,4s)-1-(ethylimino)-4-(4-((4-((2-(methoxymethyl)phenyl)amino)-5-(trifluoromethyl)pyrimidin-2-yl)amino)-1H-pyrazol-1-yl)hexahydro-1λ6-thiopyran 1-oxide